2-Cyclopentyl-N-(3-fluoro-5-(1-(4-fluorophenyl)-1H-pyrazol-4-yl)benzyl)-3H-imidazo[4,5-c]pyridine-4-carboxamide C1(CCCC1)C1=NC2=C(C(=NC=C2)C(=O)NCC2=CC(=CC(=C2)C=2C=NN(C2)C2=CC=C(C=C2)F)F)N1